[C@H]12CN(C[C@H](CC1)N2)C2=NC(=NC1=C(C(=C(C=C21)F)C2=CC(=CC1=CC=C(C(=C21)CC)F)O)F)OCC(C)(C)O 4-(4-((1R,5S)-3,8-diazabicyclo[3.2.1]octan-3-yl)-6,8-difluoro-2-(2-hydroxy-2-methylpropoxy)quinazolin-7-yl)-5-ethyl-6-fluoronaphthalen-2-ol